FC(OC=1C=C(C=C(C1C(=O)N1CC(C1)(O)C(F)F)OC)C=1N(N=C2C=C(C=C(C12)C(F)F)C=1C=NN(C1)CC(=O)N(C)C)C)F 2-[4-[3-[3-(difluoromethoxy)-4-[3-(difluoromethyl)-3-hydroxyazetidine-1-carbonyl]-5-methoxyphenyl]-4-(difluoromethyl)-2-methylindazol-6-yl]pyrazol-1-yl]-N,N-dimethylacetamide